P(=O)(OC[C@H]1CN(CC1)C(CCCCCCCC=1CC2C(CCC2(C1C1=CC=CC=C1)C(=C)C1=CC=CC=C1)O)=O)(OCC[N+](C)(C)C)[O-] ((3R)-1-(8-(6-(exo)-hydroxy-3-phenyl-3a-(1-phenylvinyl)-1,3a,4,5,6,6a-hexahydropentalen-2-yl)octanoyl)pyrrolidin-3-yl)methyl (2-(trimethylammonio)ethyl) phosphate